7-(4-(2-((tetrahydro-2H-pyran-4-yl)methyl)phenyl)piperidin-1-yl)-5-oxa-2-azaspiro[3.4]octane-2-carboxylate O1CCC(CC1)CC1=C(C=CC=C1)C1CCN(CC1)C1COC2(CN(C2)C(=O)[O-])C1